CC1=CC=C(CC2C(=C(C3=CC=CC=C23)CC2=CC=C(C=C2)C)C)C=C1 1,3-Bis(4-methylbenzyl)-2-methylindene